O[C@@H]1C[C@H](N(C1)C([C@H](C(C)(C)C)NC(OC(C)(C)C)=O)=O)C=1SC(=CN1)CC1=CC=C(C=C1)C1=C(N=CS1)C tert-butyl ((S)-1-((2S,4R)-4-hydroxy-2-(5-(4-(4-methylthiazol-5-yl)benzyl)thiazol-2-yl)pyrrolidin-1-yl)-3,3-dimethyl-1-oxobutan-2-yl)carbamate